COCC1CCN(CC1)C1=NC(=NC=C1)C1=CN=C2N1C=C(N=C2)C(F)(F)F 3-(4-(4-(Methoxymethyl)piperidin-1-yl)pyrimidin-2-yl)-6-(trifluoromethyl)imidazo[1,2-a]pyrazine